dicyclohexyl-silicon C1(CCCCC1)[Si]C1CCCCC1